ClC=1C(=C(C=CC1)NC1=NC=NC2=CC(=C(C=C12)N)C#CC12CCN(CC1)CC2)F N4-(3-chloro-2-fluorophenyl)-7-(quinuclidin-4-ylethynyl)quinazoline-4,6-diamine